3-(5-((1-ethyl-6,6-Dimethylpiperidin-3-yl)oxy)-1-oxoisoindolin-2-yl)piperidine-2,6-dione C(C)N1CC(CCC1(C)C)OC=1C=C2CN(C(C2=CC1)=O)C1C(NC(CC1)=O)=O